9,10-bis[2-carboxy(4-cyclohexenyl)]carbonyloxyanthracene C(=O)(O)C1C(CC=CC1)C(=O)OC=1C2=CC=CC=C2C(=C2C=CC=CC12)OC(=O)C1C(CC=CC1)C(=O)O